3,3'-(isoquinoline-1,4-diyl)bis(9-phenyl-9H-carbazole) C1(=NC=C(C2=CC=CC=C12)C=1C=CC=2N(C3=CC=CC=C3C2C1)C1=CC=CC=C1)C=1C=CC=2N(C3=CC=CC=C3C2C1)C1=CC=CC=C1